5-((6-chloro-3-(methoxycarbonyl)pyridazin-4-yl)amino)isoindoline-2-carboxylic acid tert-butyl ester C(C)(C)(C)OC(=O)N1CC2=CC=C(C=C2C1)NC1=C(N=NC(=C1)Cl)C(=O)OC